FC=1C=C(OCC=2N=C3N(C=C(C=N3)C3=NC=C(C=C3)F)C2)C=CC1 2-[(3-fluorophenoxy)methyl]-6-(5-fluoro-2-pyridyl)imidazo[1,2-a]pyrimidine